5-(3-methylimidazo[1,2-b]pyridazin-6-yl)-N-((1-methylpiperidin-4-yl)methyl)-7H-pyrrolo[2,3-d]pyrimidin-2-amine CC1=CN=C2N1N=C(C=C2)C2=CNC=1N=C(N=CC12)NCC1CCN(CC1)C